6-Chloro-8-methoxy-2,3,4,5-tetrahydro-1H-pyrido[4,3-b]indole hydrochloride Cl.ClC1=CC(=CC=2C3=C(NC12)CCNC3)OC